3-(3,5-Difluoro-4-morpholino-anilino)-5-(methylamino)-6-(3-methylimidazo[4,5-c]pyridin-7-yl)pyrazin-2-carboxamid FC=1C=C(NC=2C(=NC(=C(N2)NC)C=2C3=C(C=NC2)N(C=N3)C)C(=O)N)C=C(C1N1CCOCC1)F